3-(1-oxo-5-((2-(propylamino)cyclohexyl)oxy)isoindolin-2-yl)piperidine-2,6-dione O=C1N(CC2=CC(=CC=C12)OC1C(CCCC1)NCCC)C1C(NC(CC1)=O)=O